6-(4-(benzyloxy)-2-ethyl-5-fluorophenyl)-4-fluoro-1H-indazole-3-carbaldehyde C(C1=CC=CC=C1)OC1=CC(=C(C=C1F)C1=CC(=C2C(=NNC2=C1)C=O)F)CC